COC=1C=C(C(=O)N)C=CC1NCC#CC=1N(C2=CC=CC(=C2C1)NC1CCC(CC1)N1CCOCC1)CC(F)(F)F 3-methoxy-4-{[3-(4-{[(1S,4S)-4-(morpholin-4-yl)cyclohexyl]amino}-1-(2,2,2-trifluoroethyl)-1H-indol-2-yl)prop-2-yn-1-yl]amino}benzamide